5-chloro-3-(tetrahydro-2H-pyran-4-yl)-3H-[1,2,3]triazolo[4,5-b]pyridine ClC1=CC=C2C(=N1)N(N=N2)C2CCOCC2